[Si](C)(C)(C(C)(C)C)OCCCCCC1=CC=NC(=C1C(=O)OC(C)(C)C)C1CC1 tert-butyl 4-(5-((tert-butyldimethylsilyl)oxy)pentyl)-2-cyclopropylnicotinate